3-(1-cyano-1-methyl-ethyl)-N-[1-[3-[5-(2,2-difluoroethoxy)pyrimidin-2-yl]pyrazin-2-yl]ethyl]-5-(trifluoromethyl)benzamide C(#N)C(C)(C)C=1C=C(C(=O)NC(C)C2=NC=CN=C2C2=NC=C(C=N2)OCC(F)F)C=C(C1)C(F)(F)F